OC1=CC(OC=C1)=O 4-hydroxy-2H-pyran-2-one